N-(5-((6-((R)-3-(4-chlorophenyl)-isoxazolidine-2-yl)pyrimidine-4-yl)amino)-2-(4-ethylpiperazine-1-yl)-4-methoxyphenyl)acrylamide ClC1=CC=C(C=C1)[C@@H]1N(OCC1)C1=CC(=NC=N1)NC=1C(=CC(=C(C1)NC(C=C)=O)N1CCN(CC1)CC)OC